ClC1=CC2=C(N=CN(C2=O)CC2(CCN(CC2)C(C2=C(C=C(C=C2)F)F)=O)O)N1C1=CC=C(C=C1)[C@H]1NC[C@@H](OC1)C 6-chloro-3-((1-(2,4-difluorobenzoyl)-4-hydroxypiperidin-4-yl)methyl)-7-(4-((3r,6s)-6-methylmorpholin-3-yl)phenyl)-3,7-dihydro-4H-pyrrolo[2,3-d]pyrimidin-4-one